NC1=NC=NC=2N(C3=CC=C(C=C3C21)C=2C=NC=CC2)CC(=O)O 2-(4-amino-6-(pyridin-3-yl)-9H-pyrimido[4,5-b]indol-9-yl)acetic acid